S-[nitroso-15N]-N-acetylpenicillamine [15N](=O)SC([C@H](NC(C)=O)C(=O)O)(C)C